C12(CNCC2C1)C1=CNC2=C(C=CC=C12)Cl 3-(3-azabicyclo[3.1.0]hexan-1-yl)-7-chloro-1H-indole